fluorobutyl-sulfonate FCCCCS(=O)(=O)[O-]